N1-(1-methyl-2-oxo-8-(piperidin-4-ylethynyl)-2,3,4,5-tetrahydro-1H-benzo[b]azepin-3-yl)-N2-phenethyloxalamide CN1C2=C(CCC(C1=O)NC(C(=O)NCCC1=CC=CC=C1)=O)C=CC(=C2)C#CC2CCNCC2